C(C)OC=1C=C(C=C(C1)C(F)(F)F)C1=CC(=C(C(=N1)N)[N+](=O)[O-])N(C)CC1(CCCC1)COC 6-[3-Ethoxy-5-(trifluoromethyl)phenyl]-N4-{[1-(methoxymethyl)cyclopentyl]methyl}-N4-methyl-3-nitropyridin-2,4-diamine